6-((1r,4r)-4-(1-Cyclobutyl-3-(trifluoromethyl)-1H-pyrazol-5-yl)cyclohexyl)-2-thia-6-azaspiro[3.4]octane 2,2-dioxide C1(CCC1)N1N=C(C=C1C1CCC(CC1)N1CC2(CS(C2)(=O)=O)CC1)C(F)(F)F